methyl (2S)-2-methyl-5-nitro-6-[[(1R,3R)-4-(methoxycarbonyl)cyclohexyl]amino]-1,2,3,4-tetrahydroquinoline-1-carboxylate C[C@@H]1N(C2=CC=C(C(=C2CC1)[N+](=O)[O-])NC1CCC(CC1)C(=O)OC)C(=O)OC